FC=1C(=NC=C(C1)F)N1CCN(CC1)C(=O)NC1=NC=C(C=C1)O 4-(3,5-difluoropyridin-2-yl)-N-(5-hydroxypyridin-2-yl)piperazine-1-carboxamide